methyl 3-[1-[tert-butylsulfinyl(methyl)amino]ethyl]pyrazine-2-carboxylate C(C)(C)(C)S(=O)N(C(C)C=1C(=NC=CN1)C(=O)OC)C